(3S)-N-[(2S)-2-(dimethylamino)-3-(2-oxo-2,3-dihydro-1H-indol-5-yl)propyl]-3-phenylbutyramide CN([C@H](CNC(C[C@H](C)C1=CC=CC=C1)=O)CC=1C=C2CC(NC2=CC1)=O)C